2-(6-bromo-1-oxo-4-vinylphthalazin-2(1H)-yl)acetic acid methyl ester COC(CN1C(C2=CC=C(C=C2C(=N1)C=C)Br)=O)=O